C(C=C)N1N(C2=NC(=NC=C2C1=O)NC1=CC=C(C=C1)N1CCN(CC1)C)C1=CC=C2C(=N1)[C@@](CC2)(O)C(C)(F)F |r| racemic-2-allyl-1-(7-(1,1-difluoroethyl)-7-hydroxy-6,7-dihydro-5H-cyclopenta[b]pyridin-2-yl)-6-((4-(4-methylpiperazin-1-yl)phenyl)amino)-1,2-dihydro-3H-pyrazolo[3,4-d]pyrimidin-3-one